ClC1=CC=C(C(=N1)N1CCC(CC1)(C)COC)[N+](=O)[O-] 6-chloro-2-[4-(methoxymethyl)-4-methylpiperidin-1-yl]-3-nitropyridine